acryloyl-oxyethyl-dimethyl-ethyl-ammonium C(C=C)(=O)OCC[N+](CC)(C)C